methyl (3S,6S,9aR)-6-((tert-butoxycarbonyl) amino)-5-oxo-2,3,5,6,7,9a-hexahydro-1H-pyrrolo[1,2-a]azepine-3-carboxylate C(C)(C)(C)OC(=O)N[C@H]1CC=C[C@@H]2N(C1=O)[C@@H](CC2)C(=O)OC